C(CCCCCC(=O)OCC1CC2C(CC1)O2)(=O)OCC2CC1C(CC2)O1 bis(3,4-epoxycyclohexylmethyl) pimelate